Cl.Cl.NC1(C[C@@H](C[C@H](C1)CN(C)C)CCB(O)O)C(=O)O |r| rac-(3R,5R)-1-amino-3-(2-boronoethyl)-5-((dimethylamino)methyl)cyclohexanecarboxylic acid dihydrochloride